6-fluoro-5-[4-[(5-fluoro-2-isopropyl-3-oxo-4H-quinoxalin-6-yl)methyl]piperazin-1-yl]-N-methyl-pyridine FC1=C(C=CCN1C)N1CCN(CC1)CC=1C(=C2NC(C(=NC2=CC1)C(C)C)=O)F